6-tert-butyl-2,5-dimethyl-pyridine-3-carboxylic acid C(C)(C)(C)C1=C(C=C(C(=N1)C)C(=O)O)C